N-(2,6-dimethoxy-phenyl)-4-(5-methylsulfanyl-4-phenyl-pyrimidin-2-ylamino)-benzamide COC1=C(C(=CC=C1)OC)NC(C1=CC=C(C=C1)NC1=NC=C(C(=N1)C1=CC=CC=C1)SC)=O